COCCOC1=CC=C(NC=2C(=NC(=C(N2)NC)C=2C3=C(C=NC2)N(C=N3)C)C(=O)N)C=C1 3-[4-(2-Methoxyethoxy)anilino]-5-(methylamino)-6-(3-methylimidazo[4,5-c]pyridin-7-yl)pyrazin-2-carboxamid